Cl.NC\C=C(\CN1N=NC2=C1C=C(C=C2C2=CC(=CC=C2)S(=O)(=O)C)C(=O)OC)/F methyl (Z)-1-(4-amino-2-fluorobut-2-en-1-yl)-4-(3-(methylsulfonyl)phenyl)-1H-benzo[d][1,2,3]triazol-6-carboxylate hydrochloride